O1C[C@H](C12CNC2)N2C[C@H](CC2)NC(=O)[C@H]2CCN(C1(CC1)C2)C(=O)C2=NNC(=C2)C2=CC(=NC=C2F)OC (S)-N-((S)-1-((R)-1-oxa-6-azaspiro[3.3]heptan-3-yl)pyrrolidin-3-yl)-4-(5-(5-fluoro-2-methoxypyridin-4-yl)-1H-pyrazole-3-carbonyl)-4-azaspiro[2.5]octane-7-carboxamide